(S)-3-(5-(4-((1-(4-((1S,2S)-6-hydroxy-2-methyl-2-phenyl-1,2,3,4-tetrahydronaphthalen-1-yl)phenyl)piperidin-4-yl)methyl)piperazin-1-yl)-1-oxoisoindolin-2-yl)piperidine-2,6-dione OC=1C=C2CC[C@@]([C@@H](C2=CC1)C1=CC=C(C=C1)N1CCC(CC1)CN1CCN(CC1)C=1C=C2CN(C(C2=CC1)=O)[C@@H]1C(NC(CC1)=O)=O)(C1=CC=CC=C1)C